2-(1-(3-chloro-4-(2,4-dioxotetrahydropyrimidin-1(2H)-yl)phenyl)piperidin-4-yl)acetaldehyde ClC=1C=C(C=CC1N1C(NC(CC1)=O)=O)N1CCC(CC1)CC=O